NC1=C2C(=C(N=N1)C=1CN(CC1)C(=O)OC(C)(C)C)N(C(=N2)CCCC)C tert-butyl 3-(4-amino-2-butyl-1-methyl-imidazo[4,5-d]pyridazin-7-yl)-2,5-dihydropyrrole-1-carboxylate